CP(=O)(C)C1=CC(=C(C=C1)NCC#CC1=C(C2=C(S1)C(=CC=C2)N[C@H]2[C@H](CN(CC2)C(=O)OC(C)(C)C)F)CC(F)(F)F)OC tert-butyl (3S,4R)-4-((2-(3-((4-(dimethylphosphoryl)-2-methoxyphenyl) amino) prop-1-yn-1-yl)-3-(2,2,2-trifluoroethyl) benzo[b]thiophen-7-yl) amino)-3-fluoropiperidine-1-carboxylate